Thiazole-4-Carboxamide S1C=NC(=C1)C(=O)N